BrCCCCCC[Si](C)(C)Cl (6-bromohexyl)chlorodimethylsilane